9,10-di((E)-styryl)anthracene C(=C\C1=CC=CC=C1)/C=1C2=CC=CC=C2C(=C2C=CC=CC12)\C=C\C1=CC=CC=C1